NC=1C(=NC(=CN1)C=1C=NN(C1)C)C=1C=C(C(N(N1)C1=CC(=CC(=C1)OC)OC)=O)C1CCC1 6-(3-Amino-6-(1-methyl-1H-pyrazol-4-yl)pyrazin-2-yl)-4-cyclobutyl-2-(3,5-dimethoxyphenyl)pyridazin-3(2H)-on